C1(CC1)NCC=1C=CC2=C(OCC(N2)=O)C1 7-((cyclopropylamino)methyl)-2H-benzo[b][1,4]oxazin-3(4H)-one